C(#N)C1=NC(=NC(=C1)C)N1CCN(CC1)S(=O)(=O)C1=CC=C(C=C1)NC(C1=C(C=CC=C1)N(S(=O)(=O)C)C)=O N-(4-((4-(4-cyano-6-methylpyrimidin-2-yl)piperazin-1-yl)sulfonyl)phenyl)-2-(N-methylmethylsulfonamido)benzamide